BrC1=C(SC=C1)CC(C(=O)[O-])N(C)C(=O)OC(C)(C)C 3-(3-bromo-2-thienyl)-2-[tert-butoxycarbonyl(methyl)amino]propanoate